(2H3)methyl (6S)-1,10-bis(2H3)methoxy-9-(3-methoxypropoxy)-2-oxo-6-(propan-2-yl)-2H,6H,7H-pyrido[2,1-a]isoquinoline-3-carboxylate C(OC=1C(C(=CN2C1C1=CC(=C(C=C1C[C@H]2C(C)C)OCCCOC)OC([2H])([2H])[2H])C(=O)OC([2H])([2H])[2H])=O)([2H])([2H])[2H]